CC1=C(C=CC(=C1)C)NC(=O)C1=CN=C[Se]1 5-(2,4-dimethylphenylcarbamoyl)-1,3-selenazol